F[C@H]1[C@H](CNC1)OC1=C(N(N=C1)C)C1=CC=2N(C=C1)N=C(C2)NC(=O)C2CC2 N-[5-[4-[(3S,4R)-4-fluoropyrrolidin-3-yl]oxy-2-methyl-pyrazol-3-yl]pyrazolo[1,5-a]pyridin-2-yl]cyclopropanecarboxamide